CC(=O)N[C@@H](CCCCNP(=O)(O)OC[C@@H]1[C@H]([C@H]([C@@H](O1)N2C=NC3=C2N=C(NC3=O)N)O)O)C(=O)OC The molecule is a organic phosphoramidate that is guanosine 5'-monophosphate in which one of the hydroxy groups of the phosphate has been condensed with the side chain amino group of N(alpha)-acetyl-L-lysine methyl ester. It is a L-lysine derivative, an organic phosphoramidate, a member of acetamides and a methyl ester. It derives from a guanosine 5'-monophosphate. It is a conjugate acid of a N(epsilon)-(5'-guanylyl)-N(alpha)-acetyl-L-lysine methyl ester(1-).